C(C)(C)(C)OC(N(CC=1C(=NN(C1)C)NCC1=NC=CC=C1C(F)(F)F)C1CCN(CC1)C1=C(C=CC=C1C)F)=O [1-(2-Fluoro-6-methyl-phenyl)-piperidin-4-yl]-{1-methyl-3-[(3-trifluoromethyl-pyridin-2-ylmethyl)-amino]-1H-pyrazol-4-ylmethyl}-carbamic acid tert-butyl ester